N1(C=NC2=C1C=CC=C2)[C@H]2CN1C(N=C(C3=CC(=C(C(=C13)SC2)C=2SC=C(C2)Cl)C(F)(F)F)N2C[C@@H](N[C@@H](C2)C)C)=O (S)-3-(1H-benzo[d]imidazol-1-yl)-11-(4-chlorothiophen-2-yl)-8-((3S,5R)-3,5-dimethylpiperazin-1-yl)-10-(trifluoromethyl)-3,4-dihydro-[1,4]thiazepino[2,3,4-ij]quinazolin-6(2H)-one